BrC=1C=C(C=2N(C(C=C(N2)N2CCOCC2)=O)C1)C(C)Br 7-bromo-9-(1-bromoethyl)-2-morpholino-pyrido[1,2-a]Pyrimidin-4-one